5-(4-iodobenzoyl)-3-(octahydroindolizin-7-yl)-1H-indole IC1=CC=C(C(=O)C=2C=C3C(=CNC3=CC2)C2CCN3CCCC3C2)C=C1